2,2-DIMETHYL-BUTANE tert-butyl-2-(2-((7-(3-(aminomethyl)phenyl)-5-(hydroxymethyl)benzofuran-2-yl)methoxy)phenyl)acetate C(C)(C)(C)OC(CC1=C(C=CC=C1)OCC=1OC2=C(C1)C=C(C=C2C2=CC(=CC=C2)CN)CO)=O.CC(C)(CC)C